COC(=O)CCCC(C(=O)O)(C=C)C1=CC=C(C=C1)F Z-5-methoxycarbonyl-2-(4-fluorophenyl)-2-vinyl-valeric acid